6-(octadecylamino)-1,3,5-triazine-2,4-dithiol C(CCCCCCCCCCCCCCCCC)NC1=NC(=NC(=N1)S)S